butyl 3-(4-hydroxyphenyl)propanoate OC1=CC=C(C=C1)CCC(=O)OCCCC